O=C1NC(CCC1N1C(C2=CC=CC(=C2C1=O)CCOCCO)=O)=O 2-(2,6-Dioxo-3-piperidyl)-4-[2-(2-hydroxyethoxy)ethyl]isoindoline-1,3-dione